N-(1-(4-(tert-butyl)phenyl)-6-(4-(trifluoromethyl)-1H-pyrazol-1-yl)-1H-pyrazolo[3,4-d]pyrimidin-4-yl)-5-nitrothiophene-2-carboxamide C(C)(C)(C)C1=CC=C(C=C1)N1N=CC=2C1=NC(=NC2NC(=O)C=2SC(=CC2)[N+](=O)[O-])N2N=CC(=C2)C(F)(F)F